(3-(4-(1-amino-2-fluoroethyl)-4-(fluoromethyl)piperidin-1-yl)-6-((2-amino-3-chloropyridin-4-yl)thio)-5-methylpyrazin-2-yl)methanol NC(CF)C1(CCN(CC1)C=1C(=NC(=C(N1)C)SC1=C(C(=NC=C1)N)Cl)CO)CF